2-fluoro-6-methyl-4-(trifluoromethyl)benzoic acid FC1=C(C(=O)O)C(=CC(=C1)C(F)(F)F)C